C(=O)(OC(C)(C)C)N1CC[C@@H](C1)C(F)(F)F (2S,4S)-1-boc-4-trifluoromethylpyrrolidine